O\C\1=C(\CCCCCC1)/C(=O)OC methyl (Z)-2-hydroxycyclooct-1-ene-1-carboxylate